N-(6-amino-5-methyl-3-pyridyl)-2-[(2S,5R)-2-(1H-indol-5-yl)-5-methyl-1-piperidyl]-2-oxo-acetamide NC1=C(C=C(C=N1)NC(C(=O)N1[C@@H](CC[C@H](C1)C)C=1C=C2C=CNC2=CC1)=O)C